N[C@@H]1C2=CC=CC=C2CC12CCN(CC2)C=2NC(C1=C(N2)NN=C1C(=C)C1=CC(=NC(=C1)CO)Cl)=O (S)-6-(1-amino-1,3-dihydro-spiro[inden-2,4'-piperidin]-1'-yl)-3-(1-(2-chloro-6-(hydroxymethyl)pyridin-4-yl)vinyl)-1,5-dihydro-4H-pyrazolo[3,4-d]pyrimidin-4-one